C(#N)[C@@H]1CC[C@H](CC1)C(=O)N(C[C@@H]1CC[C@H](CC1)C1=CC(=C(C=C1)OC)C)C1=CC(=CC=C1)C=1C=NN(C1)C1CC1 trans-4-Cyano-N-(3-(1-cyclopropyl-1H-pyrazol-4-yl)phenyl)-N-((trans-4-(4-methoxy-3-methylphenyl)cyclohexyl)methyl)-cyclohexanecarboxamide